2-chloro-4-(2-fluoro-5-nitro-4-((3S,5R)-3,4,5-trimethylpiperazin-1-yl)phenyl)pyrimidine ClC1=NC=CC(=N1)C1=C(C=C(C(=C1)[N+](=O)[O-])N1C[C@@H](N([C@@H](C1)C)C)C)F